3-bromo-5-(2-chlorophenoxy)-1-(2-fluoroethyl)-1H-1,2,4-triazole BrC1=NN(C(=N1)OC1=C(C=CC=C1)Cl)CCF